The molecule is a tripeptide composed of two L-phenylalanine units and L-aspartic acid joined by peptide linkages. It has a role as a metabolite. It derives from a L-phenylalanine and a L-aspartic acid. C1=CC=C(C=C1)C[C@@H](C(=O)N[C@@H](CC2=CC=CC=C2)C(=O)N[C@@H](CC(=O)O)C(=O)O)N